C(CCCC)C(=C)C1=CC=CC=C1 α-n-pentylstyrene